CC(CC=C)CCCCCCCCCCCCCC 4-methyl-octadec-1-en